Aminoheptanoic acid tert-butyl ester C(C)(C)(C)OC(C(CCCCC)N)=O